BrC1=CC=C(C=C1)C=1C2=CC=C(N2)C(=C2C=CC(C(=C3C=CC(=C(C=4C=CC1N4)C4=CC=C(C=C4)Br)N3)C3=CC=C(C=C3)Br)=N2)C2=CC=C(C=C2)Br 5,10,15,20-tetrakis(4-bromophenyl)-21H,23H-porphine